2-(6-(((1S,4S,5S,6R)-6-fluoro-1,2-dimethyl-2-azabicyclo[2.2.2]octan-5-yl)(methyl)amino)pyridazin-3-yl)-5-(4-methyl-1H-imidazol-1-yl)phenol F[C@@H]1[C@H]([C@@H]2CN([C@]1(CC2)C)C)N(C2=CC=C(N=N2)C2=C(C=C(C=C2)N2C=NC(=C2)C)O)C